COC=1C=C(C=C(C1CC1CCNCC1)OC)C=1C2=C(C(N(C1)C)=O)N(N=C2)CC2=CC=C(C=C2)OC 4-[3,5-dimethoxy-4-(4-piperidylmethyl)phenyl]-1-[(4-methoxyphenyl)methyl]-6-methyl-pyrazolo[3,4-c]pyridin-7-one